6-chloro-3,4-dihydro-3-oxo-2-pyrazinamide ClC1=CNC(C(=N1)C(=O)N)=O